methyl 1-(1-(2',4',6'-trimethyl-[1,1'-biphenyl]-4-yl) butyl)-1H-imidazole-5-carboxylate CC1=C(C(=CC(=C1)C)C)C1=CC=C(C=C1)C(CCC)N1C=NC=C1C(=O)OC